CN(C)CC1=CC(=C(C(=C1)OC)O)CN1CCC(CC1)C=1C=C2C(=C(NC2=CC1)C1=C2C(=NC=C1)NN=C2)C(C)C 4-((dimethylamino)methyl)-2-((4-(3-isopropyl-2-(1H-pyrazolo[3,4-b]pyridin-4-yl)-1H-indol-5-yl)piperidin-1-yl)methyl)-6-methoxyphenol